Cl.Cl.N=[SH2]=O imino-λ6-sulfanone dihydrochloride